FC1(CC(C1)C(N1N=CC(=C1)C1=CC=C(C(=N1)C1=CC=2N(C=C1)N=C(N2)N)F)C2=CC=C(C=C2)F)F 7-(6-(1-((3,3-difluorocyclobutyl)(4-fluorophenyl)methyl)-1H-pyrazol-4-yl)-3-fluoropyridin-2-yl)-[1,2,4]triazolo[1,5-a]pyridin-2-amine